N-(3-(5-fluoro-2-(3-((1-methylpiperidin-3-yl)methoxy)phenylamino)pyrimidin-4-ylamino)phenyl)-acrylamide FC=1C(=NC(=NC1)NC1=CC(=CC=C1)OCC1CN(CCC1)C)NC=1C=C(C=CC1)NC(C=C)=O